N-(3-acetoxy-4-hydroxy-5-(4-chlorophenyl)-2-furanyl)-4-bromo-butanamide C(C)(=O)OC1=C(OC(=C1O)C1=CC=C(C=C1)Cl)NC(CCCBr)=O